C1=CC=CC=2C3=CC=CC=C3N(C12)C1=CC=C(C=C1)N(C1=CC=C(C=C1)N1C2=CC=CC=C2C=2C=CC=CC12)C1=CC=C(C=C1)N1C2=CC=CC=C2C=2C=CC=CC12 Tris(4-carbazol-9-yl-phenyl)amin